(2R)-N-((R)-(3-chloro-4-fluorophenyl)(1-(2,2,2-trifluoroethyl)piperidin-4-yl)methyl)-2-methyl-3-oxopiperazine-1-carboxamide ClC=1C=C(C=CC1F)[C@H](NC(=O)N1[C@@H](C(NCC1)=O)C)C1CCN(CC1)CC(F)(F)F